(S)-6-fluoro-2,3-dihydrobenzofuran-3-amine FC1=CC2=C([C@@H](CO2)N)C=C1